tris(2,3-dibromophenyl) phosphate P(=O)(OC1=C(C(=CC=C1)Br)Br)(OC1=C(C(=CC=C1)Br)Br)OC1=C(C(=CC=C1)Br)Br